[C@H]12CN(CC2CC1)C1(CC(C1)N1C(C(C2=NC=C(C=C21)C2=CC1=C(C=N2)N(C(N1)=O)C(C)C)(C)C)=O)C 6-(1-((1s,3s)-3-(3-azabicyclo[3.2.0]hept-3-yl)-3-methylcyclobutyl)-3,3-dimethyl-2-oxo-2,3-dihydro-1H-pyrrolo[3,2-b]pyridin-6-yl)-3-isopropyl-3H-imidazo[4,5-c]pyridin-2-one